FC1=C(C=C(C=C1)N(CCC)C1=CC=CC=C1)N 4-fluoro-N1-phenyl-N1-propylbenzene-1,3-diamine